C(C)C1NCCCC1 2-ethylpiperidin